4-(difluoromethylene)piperidin FC(=C1CCNCC1)F